INDAZOLEYL-BENZIMIDAZOLE N1N=C(C2=CC=CC=C12)C=1NC2=C(N1)C=CC=C2